4-(aminomethyl)-6-(1,3-dimethyl-1H-pyrazol-4-yl)phthalazin-1(2H)-one NCC1=NNC(C2=CC=C(C=C12)C=1C(=NN(C1)C)C)=O